ClC1=CC(=CC(=C1)C(F)(F)F)[C@@H]1C([C@H]1C1=CC=C(C=C1)OC)(Cl)Cl Trans-1-chloro-3-(2,2-dichloro-3-(4-methoxyphenyl)cyclopropyl)-5-(trifluoromethyl)benzene